C(CCCCCCCCCCC)N(CCO)CCO.P(=O)(OCC(CCCCCCCC)CCCCCC)(O)O 2-hexyl-1-decyl phosphate dodecyl-diethanolamine salt